6-bromo-3-iodo-1-isopropyl-indazole BrC1=CC=C2C(=NN(C2=C1)C(C)C)I